[(3R)-tetrahydrofuran-3-yl]methanamine O1C[C@H](CC1)CN